1-(2-cyanoethyl)-2-undecyl-imidazole gallate C(C1=CC(O)=C(O)C(O)=C1)(=O)O.C(#N)CCN1C(=NC=C1)CCCCCCCCCCC